2-(2-((2-((5-Cyanopyridin-3-yl)methoxy)-4-((2,2'-dimethyl-3'-(prop-2-yn-1-yloxy)-[1,1'-biphenyl]-3-yl)methoxy)-5-iodobenzyl)(methyl)amino)acetamido)ethane-1,1-disulfonic acid C(#N)C=1C=C(C=NC1)COC1=C(CN(CC(=O)NCC(S(=O)(=O)O)S(=O)(=O)O)C)C=C(C(=C1)OCC=1C(=C(C=CC1)C1=C(C(=CC=C1)OCC#C)C)C)I